(2-(trifluoromethyl)pyrimidin-5-yl)boronic acid FC(C1=NC=C(C=N1)B(O)O)(F)F